rel-(3R,4R)-7-methoxy-N-(3-(4-methylpiperazin-1-yl)phenyl)-2-((1-methyl-piperidin-4-yl)methyl)-1-oxo-3-(4-(trifluoromethyl)phenyl)-1,2,3,4-tetrahydroisoquinoline-4-carboxamide COC1=CC=C2[C@H]([C@@H](N(C(C2=C1)=O)CC1CCN(CC1)C)C1=CC=C(C=C1)C(F)(F)F)C(=O)NC1=CC(=CC=C1)N1CCN(CC1)C |o1:6,7|